2,6-diiminopyridine cobalt [Co].N=C1NC(C=CC1)=N